C(C1=CC=CC=C1)OC=1C=C2C(=C(N(C2=CC1)C1=CC(=C(C=C1)F)C)C(C)C)C1CC(C1)C=1N=NNN1 5-benzyloxy-1-(4-fluoro-3-methyl-phenyl)-2-isopropyl-3-[3-(2H-tetrazol-5-yl)cyclobutyl]Indole